5-(6-Cyanopyridin-3-yl)-2-methoxybenzylmethanesulfonic acid methyl ester COS(=O)(=O)CCC1=C(C=CC(=C1)C=1C=NC(=CC1)C#N)OC